BrC=1C=C(C2=C(N(C(N2C)=O)C)C1)C(=C)C 6-bromo-1,3-dimethyl-4-(prop-1-en-2-yl)-1,3-dihydro-2H-benzo[d]imidazol-2-one